OC=1C=C(C=C(C1C(C)C)O)C=CC1=CC=CC=C1 3,5-dihydroxy-4-isopropyl-stilbene